4-bromo-3,5-difluoro-1,2-phenylenediamine BrC1=C(C(=C(C=C1F)N)N)F